(rac)-((1S,2R,4R)-2-((tert-butyldiphenylsilyl)methyl)-2-methylbicyclo[2.1.1]hexan-1-yl)(furan-2-yl)methanone [Si](C1=CC=CC=C1)(C1=CC=CC=C1)(C(C)(C)C)C[C@]1(C2(CC(C1)C2)C(=O)C=2OC=CC2)C |r|